BrC=1C=C2C=C(C(=NC2=CC1)OC)C(C(CCN(C)C)(O)C1=CC(=NC(=C1)OC(C)C)OCC)C1=CC(=NC(=C1)OC)OC 1-(6-bromo-2-methoxyquinolin-3-yl)-1-(2,6-dimethoxypyridin-4-yl)-4-(dimethylamino)-2-(2-ethoxy-6-isopropoxypyridin-4-yl)butan-2-ol